O1[C@H](COCC1)CN1N=C2C3=C(CCC2=C1)OC(=C3C)C(=O)O 2-{[(2S)-1,4-dioxan-2-yl]methyl}-8-methyl-4,5-dihydro-2H-furo[2,3-g]indazole-7-carboxylic acid